[2H]C(CCOC1OCCCC1)(O)[2H] 1,1-dideuterio-3-tetrahydropyran-2-yloxy-propan-1-ol